triaminocyclopropene NC1C(=C1N)N